COC1=CC=C(C=C1)C1=NC(=NC(=N1)C(Cl)(Cl)Cl)C(Cl)(Cl)Cl 4-(p-methoxyphenyl)-2,6-di-(trichloromethyl)-s-triazine